CC1=CC2=C(N(N=N2)CN(CCO)CCO)C=C1 2,2'-{[(5-methyl-1H-benzotriazole-1-yl)methyl]imino}diethanol